4-diphenylphosphinyloxy-1-methyl-6-o-methylphenyl-pyridin-2-one C1(=CC=CC=C1)P(=O)(OC1=CC(N(C(=C1)C1=C(C=CC=C1)C)C)=O)C1=CC=CC=C1